COC=1C=C(C=CC1OC)C1=CC=NC=2N1N=C(C2)C(=O)NC2=CC(=C(C=C2)C(=O)N2CCN(CC2)C)C 7-(3,4-dimethoxyphenyl)-N-(3-methyl-4-(4-methylpiperazine-1-carbonyl)phenyl)pyrazolo[1,5-a]pyrimidine-2-carboxamide